trimethoxysilylpropyl-1,2,4-triazole CO[Si](OC)(OC)CCCC1=NNC=N1